CN(C)C(=O)C1=CC=C(C=C1)C(=O)N(N=O)N=O N,N-dimethyl-N,N-dinitrosoterephthalamide